4-amino-6-(2-methoxyethoxy)-N-(4-(methoxymethyl)phenyl)-7-(1-methylcyclopropyl)-7H-pyrrolo[2,3-d]pyrimidine-5-carboxamide NC=1C2=C(N=CN1)N(C(=C2C(=O)NC2=CC=C(C=C2)COC)OCCOC)C2(CC2)C